1-[(3,4-dibromo-5-methyl-2-thienyl)sulfonyl]-3-methyl-guanidine BrC1=C(SC(=C1Br)C)S(=O)(=O)NC(=N)NC